(E)-2-(4-fluorobenzylidene)-4-chloro-2,3-dihydro-1H-inden-1-one FC1=CC=C(\C=C/2\C(C3=CC=CC(=C3C2)Cl)=O)C=C1